2-Ethoxy-5-methoxybenzoimidazol C(C)OC=1NC2=C(N1)C=CC(=C2)OC